C(C)(=O)N1C2=C(OCC1)C=CC=C2C(=O)OC methyl 4-acetyl-3,4-dihydro-2H-benzo[b][1,4]oxazin-5-carboxylate